C(C)(=O)O[C@@H]1[C@H](O[C@H]([C@@H]([C@H]1OC(C)=O)OC(C)=O)OC1=C(C=C(C=C1)CBr)NC(CCNC(=O)OCC1C2=CC=CC=C2C=2C=CC=CC12)=O)C(=O)OC methyl (2S,3S,4S,5R,6S)-3,4,5-triacetoxy-6-[4-(bromomethyl)-2-[3-(9H-fluoren-9-ylmethoxycarbonylamino)propanoylamino]phenoxy]tetrahydropyran-2-carboxylate